CC(=O)N[C@@H]1[C@H]([C@H]([C@H](OC1OP(=O)(O)OP(=O)(O)OC[C@@H]2[C@H]([C@H]([C@@H](O2)N3C=CC(=O)NC3=O)O)O)CO)O)O The molecule is a UDP-sugar having N-acetyl-D-galactosamine as the sugar component. It derives from an UDP-D-galactosamine. It is a conjugate acid of an UDP-N-acetyl-D-galactosamine(2-).